(Z)-(4-(3-(3,5-dichlorophenyl)-4,4,4-trifluorobut-2-enoyl)-2-methylbenzoyl)glycine ClC=1C=C(C=C(C1)Cl)/C(=C/C(=O)C1=CC(=C(C(=O)NCC(=O)O)C=C1)C)/C(F)(F)F